C1=CC=C(C=C1)CC#N p-benzeneacetonitrile